2-Methyl-6-((tetrahydrofuran-3-yl)methyl)-3,6-dihydro-4H-[1,4]oxazino[3,2-g]quinazoline-4,7(8H)-dione benzyl-2-thia-1,3,7-triazaspiro[4.5]decane-7-carboxylate C(C1=CC=CC=C1)OC(=O)N1CC2(CNSN2)CCC1.CC1=NC2=CC3=C(C=C2C(N1)=O)N(C(CO3)=O)CC3COCC3